((1s,3s)-3-Hydroxy-3-methylcyclobutyl)(6-(isoquinolin-6-yl)-2-azaspiro[3.3]heptan-2-yl)methanone OC1(CC(C1)C(=O)N1CC2(C1)CC(C2)C=2C=C1C=CN=CC1=CC2)C